(S)-N-(1-cyanocyclopropyl)-9-(5-(difluoromethyl)-1,3,4-thiadiazol-2-yl)-4-(3,4-dimethylpiperazin-1-yl)-9H-pyrimido[4,5-b]indole-7-sulfonamide C(#N)C1(CC1)NS(=O)(=O)C1=CC=C2C3=C(N(C2=C1)C=1SC(=NN1)C(F)F)N=CN=C3N3C[C@@H](N(CC3)C)C